[Si](C)(C)(C(C)(C)C)OCCN1C(C(=CC2=C1N=C(N=C2)SC)N2CCN(C1=C(C=CC=C21)C)C(=O)OC(C)(C)C)=O tert-butyl 4-[8-[2-[tert-butyl(dimethyl)silyl]oxyethyl]-2-methylsulfanyl-7-oxo-pyrido[2,3-d]pyrimidin-6-yl]-8-methyl-2,3-dihydroquinoxaline-1-carboxylate